(S)-3-(2-Fluoro-phenyl)-N-{1-[3-(4-methyl-pyridin-3-yl)phenyl]ethyl}acrylamide FC1=C(C=CC=C1)C=CC(=O)N[C@@H](C)C1=CC(=CC=C1)C=1C=NC=CC1C